1-(3-methoxypyrazine-2-yl)hexan-1-ol COC=1C(=NC=CN1)C(CCCCC)O